CC1=CC=C(C=C1)C1=NOC(=N1)C(=O)Cl 3-p-methylphenyl-1,2,4-oxadiazole-5-carbonyl chloride